ClC1=CC(=C(COC2=CC=CC(=N2)N2[C@@H]3[C@H](N(CC2)CC2=NC4=C(N2CC=2C=NC=CC2)C=C(C=C4)C(=O)OC)COC3)C=C1)F |r| rac-methyl 2-(((4aR,7aS)-4-(6-((4-chloro-2-fluorobenzyl)oxy)pyridin-2-yl)hexahydrofuro[3,4-b]pyrazin-1(2H)-yl)methyl)-1-(pyridin-3-ylmethyl)-1H-benzo[d]imidazole-6-carboxylate